(R)-(2-(4-(1-(benzo[d]thiazol-5-yl)ethyl)piperazin-1-yl)pyrimidin-5-yl)(imino)(methyl)λ6-sulfanone S1C=NC2=C1C=CC(=C2)C(C)N2CCN(CC2)C2=NC=C(C=N2)[S@](=O)(C)=N